(R or S)-2-hydroxy-2-(6-(2-((2,2,5-trifluorobenzo[d][1,3]dioxol-4-yl)methyl)-2H-tetrazol-5-yl)pyridin-2-yl)propane-1-sulfonamide O[C@](CS(=O)(=O)N)(C)C1=NC(=CC=C1)C=1N=NN(N1)CC1=C(C=CC=2OC(OC21)(F)F)F |o1:1|